C(CC[C@@H](C(=O)O)NC(=O)C1=CC=C(NCC2=CN=C3N=C(N)NC(=O)C3=N2)C=C1)(=O)N folic acid-amide